2-{6-[2-(2-Cyano-7-fluoro-4-methoxy-indol-1-yl)-ethylamino]-pyrimidin-4-yl}-1H-indol C(#N)C=1N(C2=C(C=CC(=C2C1)OC)F)CCNC1=CC(=NC=N1)C=1NC2=CC=CC=C2C1